lead niobium nickel [Ni].[Nb].[Pb]